(1-(3,5-difluoro-2-nitrophenyl)cyclopropyl)methanol FC=1C(=C(C=C(C1)F)C1(CC1)CO)[N+](=O)[O-]